COC=1C(=C(CN2N=C(C(=CC2=S)C)C)C(=CC1)C)C 2-(3-methoxy-2,6-dimethylbenzyl)-5,6-dimethylpyridazine-3(2H)-thione